1,3-bis-(2,4,6-trimethylphenyl)-2-(imidazolidinylidene)(dichlorophenylmethylene)(tricyclohexylphosphine) CC1=C(C(=CC(=C1)C)C)C1(C(C(=C(C(=C1)Cl)Cl)C1=C(C=C(C=C1C)C)C)=C1NCCN1)C=C1C(CCCC1)P(C1CCCCC1)C1CCCCC1